(R)-1-(sec-butyl)-6-chloro-N-(1-(3,4,5-trimethoxyphenyl)-1H-imidazol-4-yl)-1H-pyrazolo[3,4-d]pyrimidin-4-amine [C@@H](C)(CC)N1N=CC=2C1=NC(=NC2NC=2N=CN(C2)C2=CC(=C(C(=C2)OC)OC)OC)Cl